[6-[[2-phenoxyacetyl]amino]pyridin-3-yl]acetamide O(C1=CC=CC=C1)CC(=O)NC1=CC=C(C=N1)CC(=O)N